ls-2,2'-azobis(2-methylpropanenitrile) N(=NC(C#N)(C)C)C(C#N)(C)C